butoxyl-1H-quinolin-2-one O(CCCC)N1C(C=CC2=CC=CC=C12)=O